O-(7-azabenzotriazol-1-yl)-1,1,3,3-tetramethyluronium hexafluorophosphate F[P-](F)(F)(F)(F)F.N1(N=NC2=C1N=CC=C2)OC(=[N+](C)C)N(C)C